COC1=CC=C(C=C1)CN(C=1N=C(OC1C(=O)OCC)C1=CC(=NC=C1)OC)CC1=CC=C(C=C1)OC ethyl 4-[bis[(4-methoxyphenyl)methyl]amino]-2-(2-methoxy-4-pyridyl)oxazole-5-carboxylate